trans-methyl 4-(5-(4-(trifluoromethyl)cyclohexyl)-1,3,4-oxadiazol-2-yl)cyclohexanecarboxylate FC(C1CCC(CC1)C1=NN=C(O1)[C@@H]1CC[C@H](CC1)C(=O)OC)(F)F